ClC1=C(C=C(C=C1)NC(=O)C=1N(N=C(C1C(F)(F)F)C(C(F)(F)F)(F)F)C)C(NC1(CC1)C#N)=O N-[4-chloro-3-[(1-cyanocyclopropyl)carbamoyl]-phenyl]-2-methyl-5-(1,1,2,2,2-pentafluoroethyl)-4-(trifluoromethyl)pyrazole-3-carboxamide